5-(7,8-dimethyl-[1,2,4]triazolo[1,5-a]pyridin-6-yl)-6-isopropyl-1,3-dihydro-2H-benzo[d]imidazol-2-one CC1=C(C=2N(C=C1C1=CC3=C(NC(N3)=O)C=C1C(C)C)N=CN2)C